(3R)-3-{[7-(2-hydroxy-2-methylpropoxy)-2-(4-methoxyphenyl)[1,2,4]triazolo[1,5-c]quinazolin-5-yl]amino}azepan-2-one OC(COC1=CC=CC=2C=3N(C(=NC12)N[C@H]1C(NCCCC1)=O)N=C(N3)C3=CC=C(C=C3)OC)(C)C